N1(CCC1)S(=O)(=O)N[C@@H]1[C@@H](N([C@@H](C1)C)C(=O)OC)CO[C@@H]1C[C@@H]2C[C@@]2(CC1)C1=NC=C(C=N1)F methyl (2R,3S,5R)-3-(azetidine-1-sulfonamido)-2-((((1S,3S,6R)-6-(5-fluoropyrimidin-2-yl)bicyclo[4.1.0]heptan-3-yl)oxy)methyl)-5-methylpyrrolidine-1-carboxylate